FC=1C=C(C=C(C1F)F)C1=CC=C(C=C1)[C@@H]1CC[C@H](CC1)CCC 3,4,5-trifluoro-4'-(trans-4-propylcyclohexyl)biphenyl